5-chloro-N-((1r,4r)-4-((3-(5-chloro-2-fluorophenyl)-3-hydroxy-2-oxoindolin-1-yl)methyl)cyclohexyl)-2-methylnicotinamide ClC=1C=NC(=C(C(=O)NC2CCC(CC2)CN2C(C(C3=CC=CC=C23)(O)C2=C(C=CC(=C2)Cl)F)=O)C1)C